8-(6,6-difluoro-2-azabicyclo[2.2.1]heptan-2-yl)-6-(2,4-dimethoxypyrimidin-5-yl)imidazo[1,2-b]pyridazine FC1(CC2CN(C1C2)C=2C=1N(N=C(C2)C=2C(=NC(=NC2)OC)OC)C=CN1)F